C(C)(C)(C)OC(=O)N(C(OC(C)(C)C)=O)C1=C(C=CC(=C1)N1C(C2=C(CC1)N=C(S2)C=2C=NC(=CC2)N2C[C@@H](CC2)O[Si](C)(C)C(C)(C)C)=O)F tert-butyl (R)-(tert-butoxycarbonyl)(5-(2-(6-(3-((tert-butyldimethylsilyl)oxy)pyrrolidin-1-yl)pyridin-3-yl)-4-oxo-6,7-dihydrothiazolo[5,4-c]pyridin-5(4H)-yl)-2-fluorophenyl)carbamate